C(C1CO1)N(C=1C=C(OC2=CC=C(C=C2)C(C)(C)C2=CC=C(C=C2)OC2=CC(=CC=C2)N(CC2CO2)CC2CO2)C=CC1)CC1CO1 N,N,N',N'-tetraglycidyl-2,2-bis[4-(3-aminophenoxy)phenyl]propane